12-(3-Bromophenyl-2,4,6-d3)-3-chloro-12H-benzofuro[2,3-a]carbazole-1,4,5,6,8,10-d BrC=1C(=C(C(=CC1[2H])[2H])N1C2=C(C=C(C(=C2C2=C(C(=C3C(=C12)OC1=C3C=C(C=C1[2H])[2H])[2H])[2H])[2H])Cl)[2H])[2H]